tri(2-hydroxyethyl)methyl-amine hydroxide [OH-].OCCC(N)(CCO)CCO